4-(3-tert-butyl-2,3,4,9-tetrahydro-1H-carbazole-6-sulfonamido)benzoic acid C(C)(C)(C)C1CCC=2NC3=CC=C(C=C3C2C1)S(=O)(=O)NC1=CC=C(C(=O)O)C=C1